C(C1=CN=CC=C1)(=O)OC1=C(C(=CC(=C1)Br)/C=N/C(C(C)C)O)OC(C(C)C)=O (E)-5-bromo-3-((1-hydroxy-2-methylpropyl-imino)meth-yl)-2-(isobutyryloxy)phenyl nicotinate